ClC=1C=C2N(C=CN(C2=CC1)C)C1CCN(CC1)C(C1=CC=C(C=C1)OC(F)(F)F)=O 6-Chloro-1-methyl-4-(1-(4-(trifluoromethoxy)benzoyl)piperidin-4-yl)-1,4-dihydroquinoxaline